4-(1-Cyclohexyl-4-(4-fluorophenyl)-1H-imidazol-5-yl)-N-(3,3-difluorocyclobutyl)pyrimidin-2-amine C1(CCCCC1)N1C=NC(=C1C1=NC(=NC=C1)NC1CC(C1)(F)F)C1=CC=C(C=C1)F